(3R,5'S)-1'-(tert-butoxycarbonyl)-5'-(methoxycarbonyl)-2-oxospiro[indoline-3,3'-pyrrolidine] C(C)(C)(C)OC(=O)N1C[C@]2(C[C@H]1C(=O)OC)C(NC1=CC=CC=C12)=O